FC1(CN(CCC1NC(=O)C1=C(OC2=C1C=C(C=C2)OCC=2SC=CN2)C)C(=O)OC(C)(C)C)F tert-butyl 3,3-difluoro-4-(2-methyl-5-(thiazol-2-ylmethoxy)benzofuran-3-carboxamido)piperidine-1-carboxylate